[Na+].C(C)OC(C(=O)[O-])CC1=CC=C(C=C1)OCCN1C(=CC=C1C1=CC=C(C=C1)SC)C 2-Ethoxy-3-(4-{2-[2-methyl-5-(4-methylthiophenyl)-pyrrol-1-yl]-ethoxy}-phenyl)-propionic acid, Sodium salt